CC1(CC=C(N=C1)C(=O)N)C(=O)N 5-methylpyridine-2,5-dicarboxamide